(1S,3S)-3-((6-(4-fluoro-2-(hydroxymethyl)-3-methylphenyl)-2-methylpyridin-3-yl)oxy)cyclohexane-1-carboxylic acid isopropyl ester C(C)(C)OC(=O)[C@@H]1C[C@H](CCC1)OC=1C(=NC(=CC1)C1=C(C(=C(C=C1)F)C)CO)C